3-(4-nitrophenyl)-1,2,4-oxadiazol-5(4H)-one [N+](=O)([O-])C1=CC=C(C=C1)C1=NOC(N1)=O